1-(bromomethyl)-2-iodo-3-nitrobenzeneid BrC[C-]1C(C(=CC=C1)[N+](=O)[O-])I